C(C1=CC=CC=C1)C=1C(=NC2=CC=C(C=C2C1)C1=C2C(NC(C2=CC=C1)=O)=O)OC (3-benzyl-2-methoxy-quinolin-6-yl)isoindole-1,3-dione